C1(CC1)S(=O)(=O)N1N=CC(=C1)C1=NN=C(O1)C(=O)N1[C@H](C2=C(CC1)NC=N2)C2=NN1C(C(=CC=C1)F)=C2 (R)-(5-(1-(cyclopropylsulfonyl)-1H-pyrazol-4-yl)-1,3,4-oxadiazol-2-yl)(4-(4-fluoropyrazolo[1,5-a]pyridin-2-yl)-6,7-dihydro-1H-imidazo[4,5-c]pyridin-5(4H)-yl)methanone